BrC=1C=C2COC(C2=CC1F)=O 5-bromo-6-fluoroisobenzofuran-1(3H)-one